8-(2,4-dichlorophenyl)-3-(methoxycarbonyl)-6,7-dihydro-5H-benzo[7]annulen ClC1=C(C=CC(=C1)Cl)C=1CCCC2=C(C1)C=CC(=C2)C(=O)OC